NC1=CC=CC(=N1)S(=O)(=O)NC(=O)C=1C(=NC(=CC1)C(F)(F)F)OC1=C(C=C(C=C1C)C)C N-[(6-Amino-2-pyridyl)sulfonyl]-6-(trifluoromethyl)-2-(2,4,6-trimethylphenoxy)pyridin-3-carboxamid